1-bromo-4,4-dimethylpentan-2-one BrCC(CC(C)(C)C)=O